1-(5-Carboxypentyl)-4-methylpyridin-1-ium bromide [Br-].C(=O)(O)CCCCC[N+]1=CC=C(C=C1)C